2-methyl-2-(2-methylphenoxy)propionyl chloride CC(C(=O)Cl)(C)OC1=C(C=CC=C1)C